CC(C)(C)[O-].CC(C)(C)[O-].CC(C)(C)[O-].[Sb+3] antimony tri-tertiary butoxide